t-butane bromide [Br-].C(C)(C)C